ClC=1C=C(C=CC1O)N1C2(CCC2)C(N(C1=S)C1=CC(=C(C#N)C=C1)C(F)(F)F)=O 4-(5-(3-chloro-4-hydroxyphenyl)-8-oxo-6-thioxo-5,7-diazaspiro[3.4]oct-7-yl)-2-(trifluoromethyl)benzonitrile